N1(CCNCC1)C(=O)C=1C=C(CC2=NNC(C3=CC=CC=C23)=O)C=CC1 4-(3-(piperazine-1-carbonyl)benzyl)-2H-phthalazin-1-one